[Cl-].OCC(O)CO.[Na+] sodium glycerol chloride